α,α-bis(hydroxymethyl)valeric acid OCC(C(=O)O)(CCC)CO